FC1(C(OC2=C(O1)C=CC(=C2)[N+](=O)[O-])(F)F)F 2,2,3,3-Tetrafluoro-6-nitro-2,3-dihydrobenzo[b][1,4]dioxine